N-[3-[[5-chloro-2-[[2-methoxy-4-(4-methyl-1-piperazinyl)phenyl]amino]-4-pyrimidinyl]oxy]phenyl]-2-propenamide ClC=1C(=NC(=NC1)NC1=C(C=C(C=C1)N1CCN(CC1)C)OC)OC=1C=C(C=CC1)NC(C=C)=O